C1(CC1)C1=C(C(=O)N(C2=CC=C(C3=NON=C32)[N+](=O)[O-])C3=C(C=C(C=C3)F)C)C=CC(=C1)F 2-Cyclopropyl-4-fluoro-N-(4-fluoro-2-methylphenyl)-N-(7-nitrobenzo[c][1,2,5]oxadiazol-4-yl)benzamide